(3S,4S)-3-cyclopropyl-4-methyl-1-[6-(1-methylpyrazol-4-yl)pyrrolo[1,2-b]pyridazin-4-yl]-2-oxopyrrolidine-3-carbonitrile C1(CC1)[C@@]1(C(N(C[C@H]1C)C=1C=2N(N=CC1)C=C(C2)C=2C=NN(C2)C)=O)C#N